2-chloro-4-phenyl-6-(8-phenyldibenzo[b,d]furan-3-yl)-1,3,5-triazine ClC1=NC(=NC(=N1)C1=CC=CC=C1)C=1C=CC2=C(OC3=C2C=C(C=C3)C3=CC=CC=C3)C1